ClC=1C=C2C(=CC1)C(OC21CC(NC(C1)C=1N=NN(C1)C)C)C(=O)N 5-chloro-2'-methyl-6'-(1-methyltriazol-4-yl)spiro[1H-isobenzofuran-3,4'-piperidine]-1-carboxamide